3-iodo-2-propynyl-sodium phosphate P(=O)(O)(O)O.IC#CC[Na]